COC(=O)C1=C(O[Al])C=CC(=C1)C 2-(methoxycarbonyl)-4-methylphenoxylaluminum